N-((3S,4R)-3-fluoro-1-methylpiperidin-4-yl)-2-(3-((2-methoxy-4-(methylsulfonyl)phenyl)amino)prop-1-yn-1-yl)-3-(3,3,3-trifluoroprop-1-en-2-yl)pyrazolo[1,5-a]pyridin-7-amine F[C@H]1CN(CC[C@H]1NC1=CC=CC=2N1N=C(C2C(=C)C(F)(F)F)C#CCNC2=C(C=C(C=C2)S(=O)(=O)C)OC)C